C(CCC)C=1C=C(C2=CC=C(C=C2C1)CCCC)S(=O)(=O)[O-].[Na+] sodium 3,6-dibutylnaphthalene-1-sulphonate